C(C)OC(=O)C1=CC=2C(=NC(=CC2)C=2CCOCC2)N1CC1CC1 1-(cyclopropylmethyl)-6-(3,6-dihydro-2H-pyran-4-yl)-1H-pyrrolo[2,3-b]pyridine-2-carboxylic acid ethyl ester